NCC=1C=NC(=NC1)C1=C(C=C(C#N)C=C1)OC=1N(N=C(C1)C1=NC=CC=C1F)C 4-[5-(aminomethyl)pyrimidin-2-yl]-3-[5-(3-fluoropyridin-2-yl)-2-methylpyrazol-3-yl]oxybenzonitrile